CN1C=CC2=C1N=C(NC2=O)N2CCN(CC2)C2=CC=NC=C2 7-methyl-2-(4-pyridin-4-yl-piperazin-1-yl)-3,7-dihydro-pyrrolo[2,3-d]pyrimidin-4-one